2-(1-methyl-4-piperidyl)-7-[(3S)-3-methyl-2,3,4,5-tetrahydropyridin-6-Yl]Quinoline CN1CCC(CC1)C1=NC2=CC(=CC=C2C=C1)C=1CC[C@@H](CN1)C